NC=1C=C(C=CC1)C#CC=1C=C(C(=O)NC2=CC=C3C(=NC=NC3=C2)N2CCOCC2)C=CC1C 3-((3-aminophenyl)ethynyl)-4-methyl-N-(4-morpholinoquinazolin-7-yl)benzamide